S(=O)(=O)(O)O[C@@H]1CC2=CC[C@H]3[C@@H]4CC[C@H]([C@@H](CCCC(C)C)C)[C@]4(CC[C@@H]3[C@]2(CC1)C)C cholesterol 3-sulfate